C(C)(C)(C)OC(=O)N([C@@H]1[C@@H](CN(CC1)C(=O)OCC1=CC=CC=C1)C)C benzyl (3R,4S)-4-[tert-butoxycarbonyl(methyl)amino]-3-methyl-piperidine-1-carboxylate